CNC(OCC1CCN(CC1)CC1=CC(=NC(=C1)OC=1C=NC(=CC1)N1CCN(CC1)C[C@@H](C)O)C1=CC(=CC(=C1)Cl)Cl)=O (R)-(1-((2-(3,5-dichlorophenyl)-6-((6-(4-(2-hydroxypropyl)piperazin-1-yl)pyridin-3-yl)oxy)pyridin-4-yl)methyl)piperidin-4-yl)methyl methylcarbamate